C(C1=CC=CC=C1)(=O)C1=C(C(=C2C=C(C=CN12)C(=O)OC(C)C)C(=O)OC)C(=O)OC 7-Isopropyl 1,2-dimethyl 3-benzoylindolizine-1,2,7-tricarboxylate